C(C)(C)(C)OC(=O)N1CCC(CC1)(C1=CC=NC=C1)C#N 4-cyano-4-(pyridin-4-yl)piperidine-1-carboxylic acid tert-butyl ester